3-(2-chloro-4-(cyclopentylamino)pyrimidin-5-yl)acrylic acid ethyl ester C(C)OC(C=CC=1C(=NC(=NC1)Cl)NC1CCCC1)=O